5-(((S)-1-(2,3-difluorophenyl)ethyl)amino)-N-((R,E)-4-(methylsulfonyl)but-3-en-2-yl)pyrimidine-2-carboxamide FC1=C(C=CC=C1F)[C@H](C)NC=1C=NC(=NC1)C(=O)N[C@H](C)\C=C\S(=O)(=O)C